NC1=C2C(=NC=N1)N(N=C2C2=NOC(=C2C2=NC=C(C=N2)N2CC1(CN(C1)C(=O)OCC=O)C2)C2CC2)C(C)(C)C 2-oxoethyl 6-[2-[3-(4-amino-1-tert-butyl-pyrazolo[3,4-d]pyrimidin-3-yl)-5-cyclopropyl-isoxazol-4-yl]pyrimidin-5-yl]-2,6-diazaspiro[3.3]heptane-2-carboxylate